2-oxo-N-(phenyl(4-vinylphenyl)methyl)-6-(trifluoromethyl)-1,2-dihydropyridine-3-carboxamide O=C1NC(=CC=C1C(=O)NC(C1=CC=C(C=C1)C=C)C1=CC=CC=C1)C(F)(F)F